2-(4-fluoro-1H-pyrazol-1-yl)pyrimidine-5-carboxylic acid FC=1C=NN(C1)C1=NC=C(C=N1)C(=O)O